N1=CC=C2COCCN21 6,7-dihydro-4H-pyrazolo[5,1-c][1,4]oxazine